(2S,4R)-2-formylamino-4-(cyclobutylsulfonylamino)pyrrolidine-1-carboxylic acid tert-butyl ester C(C)(C)(C)OC(=O)N1[C@@H](C[C@H](C1)NS(=O)(=O)C1CCC1)NC=O